C(C)(=O)C1=CC(=NN1COCC[Si](C)(C)C)C(=O)O 5-Acetyl-1-((2-(trimethylsilyl)ethoxy)methyl)-1H-pyrazole-3-carboxylic acid